m-hydroxyanisole methyl-(5R)-5-[(1R,3aS,3bR,5aS,9aS,9bS,11aR)-7-(hydroxymethyl)-9a,11a-dimethylhexadecahydro-1H-cyclopenta[1,2-a]phenanthren-1-yl]hexanoate COC(CCC[C@@H](C)[C@H]1CC[C@@H]2[C@@]1(CC[C@@H]1[C@]3(CCC(C[C@@H]3CC[C@@H]21)CO)C)C)=O.OC=2C=C(C=CC2)OC